[Si](C)(C)(C(C)(C)C)OC1C[C@H]2C([C@H]2C1)CO rel-((1R,5S,6R)-3-((tert-butyldimethylsilyl)oxy)bicyclo[3.1.0]hexan-6-yl)methanol